(S)-1'-(2-{4-[methyl(methyl-imino)oxo-λ6-sulfanyl]phenoxy}ethyl)-2-oxo-1,2-dihydrospiro[indole-3,4'-piperidine]-5-carbonitrile C[S@@](C1=CC=C(OCCN2CCC3(CC2)C(NC2=CC=C(C=C23)C#N)=O)C=C1)(=O)=NC